C(C=CC=CC=CC=CC=CC=CCCCCCCCCC)(=O)C1(OCC(O1)CCO)C(C=CC=CC=CC=CC=CC=CCCCCCCCCC)=O 2,2-didocosahexaenoyl-4-(2-hydroxyethyl)[1,3]-dioxolane